2-bromo-4-(difluoromethoxy)-6-(methylthio)pyridine BrC1=NC(=CC(=C1)OC(F)F)SC